C(CCC)(N)(N)N butanetriamine